ClC=1C=C(C=CC1)C1=C[C@@H](CCC1)O (R)-3'-chloro-3,4,5,6-tetrahydro-[1,1'-biphenyl]-3-ol